(S)-1-(2,7-dichloro-8-fluoropyrido[4,3-d]pyrimidin-4-yl)piperidin-3-ol ClC=1N=C(C2=C(N1)C(=C(N=C2)Cl)F)N2C[C@H](CCC2)O